FC=1C=C(C=2C(C(CCC2C1C)(CO)O)=O)NC(C)=O N-(3-fluoro-7-hydroxy-7-(hydroxymethyl)-4-methyl-8-oxo-5,6,7,8-tetrahydronaphthalen-1-yl)acetamide